N1(CCNCCC1)C1=NC=C(C(=N1)N1CC(C1)C(=O)NC(C)(C)C1=CN=C2N1C=CC=C2)OC 1-[2-(1,4-diazepan-1-yl)-5-methoxypyrimidin-4-yl]-N-(2-{imidazo[1,2-a]pyridin-3-yl}propan-2-yl)azetidine-3-carboxamide